(3S)-N-[(2S)-2-(dimethylamino)-3-(4-methyl-2-oxo-2,3-dihydro-1H-indol-5-yl)propyl]-3-phenylbutanamide CN([C@H](CNC(C[C@H](C)C1=CC=CC=C1)=O)CC=1C(=C2CC(NC2=CC1)=O)C)C